tert-butyl ((2-(difluoromethyl)pyridin-3-yl)methyl)carbamate FC(C1=NC=CC=C1CNC(OC(C)(C)C)=O)F